L-leucyl-L-asparaginylglycyl-L-lysyl-L-alanyl-L-leucyl-L-valyl-L-glutamic acid N[C@@H](CC(C)C)C(=O)N[C@@H](CC(N)=O)C(=O)NCC(=O)N[C@@H](CCCCN)C(=O)N[C@@H](C)C(=O)N[C@@H](CC(C)C)C(=O)N[C@@H](C(C)C)C(=O)N[C@@H](CCC(=O)O)C(=O)O